[Cl-].O(C1=CC=CC=C1)POC(C)C phenoxyisopropoxyphosphine chloride